ClC1=CC=C(C=C1)C1OC(=C(C1=O)OS(=O)(=O)CC1=CC2=CC=CC=C2C=C1)N 2-(4-chlorophenyl)-4-[[2-naphthylmethylsulfonyl]oxy]-5-amino-3(2H)-furanone